ClC=1C(=CC=2C3=C(C=NC2C1)CN([C@H]3C)C(CO)=O)OCCOC 1-[(1S)-7-chloro-8-(2-methoxyethoxy)-1-methyl-1,3-dihydropyrrolo[3,4-c]quinolin-2-yl]-2-hydroxy-ethanone